C(C)(C)OCCCCCCCCOC(CO)O i-propoxyoctoxyethylene glycol